4-(3-(3-chlorophenyl)-5-cyano-2-oxoimidazolin-1-yl)isoquinoline-6-carboxylic acid ClC=1C=C(C=CC1)N1C(N(C(C1)C#N)C1=CN=CC2=CC=C(C=C12)C(=O)O)=O